FC1=C(C(N)=N)C=C(C=C1)OC1=C(C=C2C(=N1)C=CN2)F 2-Fluoro-5-((6-fluoro-1H-pyrrolo[3,2-b]pyridin-5-yl)oxy)benzimidamide